C(C=C)(=O)N1[C@H](CN(CC1)C1=NC(=NC=2CC(CCC12)N1CCC2=CC=C(C=C12)OC)N1CC(C1)N(C)C)CC#N 2-((2S)-1-Acryloyl-4-(2-(3-(dimethylamino)azetidin-1-yl)-7-(6-methoxyindolin-1-yl)-5,6,7,8-tetrahydroquinazolin-4-yl)piperazin-2-yl)acetonitrile